N-(tert-butoxycarbonyl)-L-threonine C(C)(C)(C)OC(=O)N[C@@H]([C@H](O)C)C(=O)O